6-(4,6-dichloro-2-methyl-1H-benzimidazol-5-yl)-N-(4-(4-ethylpiperazin-1-yl)phenyl)-[1,2,4]triazolo[4',3':1,6]pyrido[2,3-d]pyrimidin-2-amine ClC1=C(C(=CC=2NC(=NC21)C)Cl)C2=CC1=C(N=C(N=C1)NC1=CC=C(C=C1)N1CCN(CC1)CC)N1C2=NN=C1